tert-butyl 3-trityl-1-vinyl-3,8-diazabicyclo[3.2.1]octane-8-carboxylate C(C1=CC=CC=C1)(C1=CC=CC=C1)(C1=CC=CC=C1)N1CC2(CCC(C1)N2C(=O)OC(C)(C)C)C=C